dodecyl (4S)-4-[4-(1H-1,2,3-triazol-1-yl)benzoylamino]-5-(4-methyl-piperazin-1-yl)-5-oxopentanethioate N1(N=NC=C1)C1=CC=C(C(=O)N[C@@H](CCC(OCCCCCCCCCCCC)=S)C(=O)N2CCN(CC2)C)C=C1